(3S)-3-((7,7-dimethyl-2-(2-(2-propenoyl)-2,6-diazaspiro[3.4]octan-6-yl)-5,6,7,8-tetrahydro-4-quinazolinyl)amino)-N,5-dimethyl-hexanamide CC1(CCC=2C(=NC(=NC2C1)N1CC2(CN(C2)C(C=C)=O)CC1)N[C@H](CC(=O)NC)CC(C)C)C